(Z)-5-((1H-indol-3-yl)methylene)-3-phenylthiazolidine-2,4-dione N1C=C(C2=CC=CC=C12)\C=C/1\C(N(C(S1)=O)C1=CC=CC=C1)=O